2-butyl-5,6-dihydro-4H-1,3-oxazine C(CCC)C=1OCCCN1